(2S,4R)-4-((4-bromo-2-((2R,6S)-2,6-dimethylmorpholine-4-carbonyl)-6-nitrophenyl)amino)-1-(tert-butoxycarbonyl)pyrrolidine-2-carboxylic acid BrC1=CC(=C(C(=C1)[N+](=O)[O-])N[C@@H]1C[C@H](N(C1)C(=O)OC(C)(C)C)C(=O)O)C(=O)N1C[C@H](O[C@H](C1)C)C